FC(C(=O)O)(F)F.C1C(C1)CN1[C@@H](CNCC1)C (R)-N-2-cyclopropylmethyl-2-methylpiperazine trifluoroacetate